CC1(OC(C(C(O1)=O)=CNC=1C=NC=CC1)=O)C 2,2-Dimethyl-5-((pyridin-3-ylamino)methylene)-1,3-dioxane-4,6-dione